4-Acetoxy-2-[3'-(4-acetoxy-1-benzyloxycarbonyl-pyrrolidin-2-yl-d2-methyl)-6,6'-difluoro-1H,1'H-[2,2']biindolyl-3-yl-d2-methyl]-pyrrolidine-1-carboxylic acid benzyl ester C(C1=CC=CC=C1)OC(=O)N1C(CC(C1)OC(C)=O)CC1=C(N(C=2C=C(C=C(C12)[2H])F)[2H])C=1NC2=CC(=CC=C2C1CC1(N(CC(C1[2H])OC(C)=O)C(=O)OCC1=CC=CC=C1)[2H])F